FC1(CCC(CC1)[C@@H](C1=NC2=C(N1)C=CC(=C2F)C(C(=O)N[C@@H](C(=O)OC)C(C)C)CC(F)(F)F)NC(=O)C2=NON=C2C)F Methyl (2R)-2-{[2-(2-{(S)-(4,4-difluorocyclohexyl)[(4-methyl-1,2,5-oxadiazole-3-carbonyl)amino]methyl}-4-fluoro-1H-benzimidazol-5-yl)-4,4,4-trifluorobutanoyl]-amino}-3-methylbutanoate